FC1=CC=C(C=C1)NC(=O)C1(CC1)C(=O)NC1=CC=C(C=C1)OC1=CC=NC2=CC(=CC=C12)C=1N(N=CC1)C 1-N'-(4-fluorophenyl)-1-N-[4-[7-(2-methylpyrazol-3-yl)quinolin-4-yl]oxy-phenyl]cyclopropane-1,1-dicarboxamide